CN1N=C(C=C1)C(=O)NCC=1SC(=NN1)C1=CC=CC=C1 1-methyl-N-[(5-phenyl-1,3,4-thiadiazol-2-yl)methyl]pyrazole-3-carboxamide